BrC=1C=C(NC1)CCN[C@H](CO[Si](C)(C)C(C)(C)C)C1=CC(=CC=C1)Cl (S)-N-(2-(4-Bromo-1H-pyrrol-2-yl)ethyl)-2-((tert-butyldimethylsilyl)oxy)-1-(3-chlorophenyl)ethan-1-amine